(S)-7-((5-(3-(2-hydroxypropan-2-yl)piperidin-1-yl)pyridin-2-yl)amino)-4-(4,5,6,7-tetrahydropyrazolo[1,5-a]pyridin-3-yl)-2,3-dihydro-1H-pyrrolo[3,4-c]pyridin-1-one OC(C)(C)[C@@H]1CN(CCC1)C=1C=CC(=NC1)NC=1C2=C(C(=NC1)C=1C=NN3C1CCCC3)CNC2=O